(E)-1-(2-Bromophenyl)-3-(4-hydroxy-3-methoxyphenyl)prop-2-en-1-one BrC1=C(C=CC=C1)C(\C=C\C1=CC(=C(C=C1)O)OC)=O